1-decyl 9-(3-(((3-(diethylamino)propoxy)carbonyl)oxy)-2-(((7-(heptadecan-9-yloxy)-7-oxoheptanoyl)oxy)methyl)propyl) nonanedioate C(CCCCCCCC(=O)OCC(COC(=O)OCCCN(CC)CC)COC(CCCCCC(=O)OC(CCCCCCCC)CCCCCCCC)=O)(=O)OCCCCCCCCCC